4-(2-oxo-2-(m-tolylamino)ethyl)pyrrolidine-2-carboxylic acid O=C(CC1CC(NC1)C(=O)O)NC=1C=C(C=CC1)C